4-Methoxy-6-(6-(methyl(2,2,6,6-tetramethylpiperidin-4-yl)amino)pyridazin-3-yl)chinolin-7-ol COC1=CC=NC2=CC(=C(C=C12)C=1N=NC(=CC1)N(C1CC(NC(C1)(C)C)(C)C)C)O